COC=1C=C(C=CC2=CN=CS2)C=C(C1C(=C)C)OC 5-(3,5-dimethoxy-4-(prop-1-en-2-yl)styryl)thiazole